CN1N=C2C=CC(=CC2=C1)NC(CCCC)=O N-(2-methyl-2H-indazol-5-yl)pentanamide